FC=1C=C(C=C(C1)F)C(C)OC=1C=C2C(=NNC2=CC1)C1=NC2=C(N1)CN(C2)C2CC(CC2)N(C)C 3-(2-(5-(1-(3,5-Difluorophenyl)ethoxy)-1H-Indazol-3-yl)-4,6-Dihydropyrrolo[3,4-d]imidazol-5(1H)-yl)-N,N-Dimethylcyclopentan-1-Amin